C(C)C1=C(C(=CC(=C1C)OCCCC)CC)O 2,6-diethyl-3-methyl-4-butoxyphenol